FC1=C(C=CC=C1)C=CC(=O)N[C@@H](C)C1=CC(=CC=C1)N1N=CN=C1 (S)-3-(2-fluoro-phenyl)-N-[1-(3-[1,2,4]triazol-1-yl-phenyl)-ethyl]-acrylamide